2-(piperidin-4-yl)-5-(trifluoromethoxy)pyridine dihydrochloride Cl.Cl.N1CCC(CC1)C1=NC=C(C=C1)OC(F)(F)F